BrC1=CC2=C(C=N1)C(=NN2C2OCCCC2)I 6-Bromo-3-iodo-1-(tetrahydro-2H-pyran-2-yl)-1H-pyrazolo[4,3-c]pyridine